N,N-dimethyl-gamma-(4-chlorophenyl)-2-pyridylpropylamine cis-butenedioate C(\C=C/C(=O)O)(=O)O.CN(C)CCC(C1=CC=C(C=C1)Cl)C1=NC=CC=C1